O=C1N(CC=2CNCCC21)C2=CC=C(C(=O)O)C=C2 4-(1-oxo-1,3,4,5,6,7-hexahydro-2H-pyrrolo[3,4-c]pyridin-2-yl)benzoic acid